C[C@H](CCC(=C)C(C)C)[C@H]1CC[C@@H]2[C@@]1(CC[C@H]3C2=CC[C@@H]4[C@@]3(CC[C@@H]([C@H]4CO)O)C)C The molecule is a 3beta-sterol that is 24-methylidenelophenol in which the methyl group at position 4 has been oxidised to the corresponding hydroxymethyl group. It is a 3beta-hydroxy steroid, a 3beta-sterol and a Delta(7)-sterol. It derives from a 24-methylidenelophenol. It derives from a hydride of a stigmastane.